3-[4-(2,4-Dioxohexahydropyrimidin-1-yl)-8-isoquinolyl]cyclobutanecarbaldehyde O=C1N(CCC(N1)=O)C1=CN=CC2=C(C=CC=C12)C1CC(C1)C=O